tert-butyl 2-(5-bromo-2-(2-fluorophenyl)-6-oxopyrimidin-1(6H)-yl)acetate BrC1=CN=C(N(C1=O)CC(=O)OC(C)(C)C)C1=C(C=CC=C1)F